tert-Butyl 4-[[6-(2-[[(4-methylphenyl)methyl]amino]-4-[[trans-4-hydroxycyclohexyl]amino]pyrimidin-5-yl)pyridin-3-yl]methyl]piperazine-1-carboxylate CC1=CC=C(C=C1)CNC1=NC=C(C(=N1)N[C@@H]1CC[C@H](CC1)O)C1=CC=C(C=N1)CN1CCN(CC1)C(=O)OC(C)(C)C